2-(2-(1-(Cyclopropylsulfonyl)-1H-pyrazol-4-yl)pyrimidin-4-yl)-N4-((1s,4s)-4-((2-fluoroethyl)amino)cyclohexyl)-5-(1-methyl-5-(trifluoromethyl)-1H-pyrazol-3-yl)pyridine-2,4-diamine C1(CC1)S(=O)(=O)N1N=CC(=C1)C1=NC=CC(=N1)C1(NC=C(C(=C1)NC1CCC(CC1)NCCF)C1=NN(C(=C1)C(F)(F)F)C)N